2-(5-Chloro-2-fluorophenyl)-5-methoxy-N-(3-(5-(morpholinomethyl)-1H-benzo[d]imidazol-2-yl)-1H-pyrazol-4-yl)pyridin-4-amine ClC=1C=CC(=C(C1)C1=NC=C(C(=C1)NC=1C(=NNC1)C1=NC2=C(N1)C=CC(=C2)CN2CCOCC2)OC)F